OC1(CN(C1)[C@@H]1[C@@H](CCC1)OC=1C=C2CN(C(C2=CC1)=O)C1C(NC(CC1)=O)=O)C 3-(5-(((1R,2S)-2-(3-hydroxy-3-methylazetidin-1-yl)cyclopentyl)oxy)-1-oxoisoindolin-2-yl)piperidine-2,6-dione